[4-(1,1,1-trifluoro-2-methylpropan-2-yl)phenyl]methyl N-{[2-(2,6-dioxopiperidin-3-yl)-3-oxo-2,3-dihydro-1H-isoindol-5-yl]methyl}carbamate O=C1NC(CCC1N1CC2=CC=C(C=C2C1=O)CNC(OCC1=CC=C(C=C1)C(C(F)(F)F)(C)C)=O)=O